3-(propan-2-yl)pyrrolidine hydrochloride Cl.CC(C)C1CNCC1